(2-((6-cyano-1H-indol-1-yl)methyl)-1H-imidazol-1-yl)pentanoic acid C(#N)C1=CC=C2C=CN(C2=C1)CC=1N(C=CN1)C(C(=O)O)CCC